7-chloro-N-[(3S,6R)-6-{5-[2-(trifluoro-methoxy)ethoxy]-1,3,4-oxadiazol-2-yl}piperidin-3-yl]quinoline ClC1=CC=C2C=CCN(C2=C1)[C@@H]1CN[C@H](CC1)C=1OC(=NN1)OCCOC(F)(F)F